BrC=1C=NC=2C(C(CCC2C1)S(=O)(=O)C1=CC=C(C=C1)F)S(=O)(=O)C1=CC=C(C=C1)F 3-bromo-7,8-bis((4-fluorophenyl)sulfonyl)-5,6,7,8-tetrahydroquinoline